CN1N=CC2=CC=CC(=C12)C(C#N)=C1CCN(CC1)C(=O)N1CC2=C(CC1)NN=C2 2-(1-methyl-1H-indazol-7-yl)-2-(1-(4,5,6,7-tetrahydro-1H-pyrazolo[4,3-c]pyridine-5-carbonyl)piperidin-4-ylidene)acetonitrile